2-(2,2-Difluoroethoxy)ethanol FC(COCCO)F